(2S)-4-(tert-butoxycarbonyl)-1,4-oxaazepane-2-carboxylic acid C(C)(C)(C)OC(=O)N1C[C@H](OCCC1)C(=O)O